COC1=NC(=C(C=C1C(F)(F)F)[N+](=O)[O-])C 2-methoxy-6-methyl-5-nitro-3-(trifluoromethyl)pyridine